C(C)OC1=NC(=CC(=C1)C1=NC(=C(C(=C1)N(C)CC1(CCCCC1)COC)[N+](=O)[O-])N)C(F)(F)F 2'-Ethoxy-N4-{[1-(methoxymethyl)cyclohexyl]methyl}-N4-methyl-5-nitro-6'-(trifluoromethyl)[2,4'-bipyridin]-4,6-diamine